C(#N)C=1C=C(C=CC1)B(O)O 3-Cyanophenylboronic acid